COC1=CC(=CC2=C(C=CC=C12)OC)C(=O)O 4,8-dimethoxy-2-naphthoic acid